3-methyl-5-[2-(2-{N-[(Naphthalin-2-yl)methyl]formamido}phenyl)ethynyl]-pyridin CC=1C=NC=C(C1)C#CC1=C(C=CC=C1)N(C=O)CC1=CC2=CC=CC=C2C=C1